N(=[N+]=[N-])C[C@@H]1N(CC(C1)C1=CC(=C(C=C1)OC(F)F)OCC1CC1)C(C)=O ((2R)-2-(azidomethyl)-4-(3-(cyclopropylmethoxy)-4-(difluoromethoxy)phenyl)pyrrolidin-1-yl)ethanone